7-fluoro-5-((2'-(isoindolin-2-yl)-[2,4'-bipyrimidinyl]-4-yl)ethynyl)-1H-indazole FC=1C=C(C=C2C=NNC12)C#CC1=NC(=NC=C1)C1=NC(=NC=C1)N1CC2=CC=CC=C2C1